TosylChloride S(=O)(=O)(C1=CC=C(C)C=C1)Cl